FC1=CC(=C(N)C(=C1)C1=CC(=NC=C1)OC)C(C)C 4-fluoro-2-isopropyl-6-(2-methoxy-4-pyridyl)aniline